ClC1=CC(=NC=C1)C#C\C=C/1\C(CN(CC1)C(=O)OC(C)(C)C)(F)F tert-Butyl (4E)-4-[3-(4-chloropyridin-2-yl)prop-2-yn-1-ylidene]-3,3-difluoropiperidine-1-carboxylate